C(=CC1=CC=CC=C1)C1=CC=C(C(=O)Cl)C=C1 4-styryl-benzoyl chloride